2-[3-[3-fluoro-4-[2-oxo-2-[3-[[[(2S,3R,4R,5R)-2,3,4,5,6-pentahydroxyhexyl] amino] methyl] azetidin-1-yl] ethyl] phenoxy] propyl]-6-azaspiro[2.5]octane-6-carboxylate FC=1C=C(OCCCC2CC23CCN(CC3)C(=O)[O-])C=CC1CC(N1CC(C1)CNC[C@@H]([C@H]([C@@H]([C@@H](CO)O)O)O)O)=O